FC(C1CN(C1)C1=CC(=C2CN(C(C2=C1)=O)C1=CC(=CC=C1)C1(COC1)CC1=NN=CN1C)C(F)(F)F)F 6-(3-(Difluoromethyl)azetidin-1-yl)-2-(3-(3-((4-methyl-4H-1,2,4-triazol-3-yl)methyl)oxetan-3-yl)phenyl)-4-(trifluoromethyl)isoindolin-1-one